C1(CC1)C1=NC(=CC(=N1)N1CCN(CC1)S(=O)(=O)C1=CC=C(C=C1)N1CC(CC1=O)NC(OC(C)(C)C)=O)C(C1=CC=CC=C1)(F)F tert-butyl N-[1-[4-[4-[2-cyclopropyl-6-[difluoro(phenyl)methyl]pyrimidin-4-yl]piperazin-1-yl]sulfonylphenyl]-5-oxo-pyrrolidin-3-yl]carbamate